BrC1=CC=C(C=C1)OC(=O)C12C(C3C(C4=NC=C(C=C4O3)Cl)(C1C2)O)C2=CC=CC=C2 (4-bromophenyl)-3-chloro-7b-hydroxy-6-phenyl-5a,7,7a,7b-tetrahydrocyclopropa[4',5']cyclopenta[1',2':4,5]furo[3,2-b]pyridine-6a(6H)-carboxylate